perfluoro(propenyl-benzene) FC1=C(C(=C(C(=C1F)F)F)F)C(=C(C(F)(F)F)F)F